C=C1C=2C(OCCC1)=CSC2 5-Methylene-2,3,4,5-tetrahydrothieno[3,4-b]oxepine